C1(CC1)C=1C(=C2C=CNC2=C(C1)C)C[C@H]1[C@@H](CN(CC1)CC(F)(F)F)C1=CC=C(C(=O)O)C=C1 4-((3R,4R)-4-((5-cyclopropyl-7-methyl-1H-indol-4-yl)methyl)-1-(2,2,2-trifluoroethyl)piperidin-3-yl)benzoic acid